butylamine p-toluenesulfinate salt CC1=CC=C(C=C1)S(=O)O.C(CCC)N